2-fluoro-6-{[2-(trifluoromethoxy)benzyl]amino}-(tetrahydro-2H-pyran-2-yl)-9H-purine FC1=NC(=C2N=CN(C2=N1)C1OCCCC1)NCC1=C(C=CC=C1)OC(F)(F)F